N-(5-Chloro-6-(2H-1,2,3-triazol-2-yl)pyridin-3-yl)-5-(difluoromethyl)-1-(isochinolin-1-yl)-1H-pyrazol-4-carboxamid ClC=1C=C(C=NC1N1N=CC=N1)NC(=O)C=1C=NN(C1C(F)F)C1=NC=CC2=CC=CC=C12